OC1=C(C=C(C=C1OC)C1=C(C(=NC(=C1)C1=CC=CC=C1)N)C#N)OC 4-(4-hydroxy-3,5-dimethoxyphenyl)-6-phenyl-2-amino-3-cyanopyridine